C1(CCC1)N(C(=O)OCC1=C(C=NN1C)C1=CC=C(O[C@H]2C[C@@H](CCC2)C(=O)O)C=C1)C (1R,3R)-3-(4-(5-(((cyclobutyl-(methyl)carbamoyl)oxy)methyl)-1-methyl-1H-pyrazol-4-yl)phenoxy)cyclohexane-1-carboxylic acid